[N-](S(=O)(=O)C(F)(F)F)S(=O)(=O)C(F)(F)F.C(C(C)C)C=1NC=C[N+]1C i-butyl-3-methylimidazolium bis(trifluoromethanesulfonyl)imide